N1CCC(CC1)C#CC1=CC=C(C=C1)C1C(NC(CC1)=O)=O 3-[4-[2-(4-piperidyl)ethynyl]phenyl]piperidine-2,6-dione